S1C(=NC2=C1C=CC=C2)NC(=O)C=2C=CC=C1CCN(CC21)C2=CC=C(C(=N2)C(=O)O)C=2C=NN(C2)CC2CCN(CC2)C(=O)OC(C)(C)C 6-[8-(1,3-benzothiazol-2-ylcarbamoyl)-3,4-dihydroisoquinolin-2(1H)-yl]-3-(1-{[1-(tert-butoxycarbonyl)piperidin-4-yl]methyl}-1H-pyrazol-4-yl)pyridine-2-carboxylic acid